N-(4-(4-aminocyclohexyl)phenyl)-3,4-bis(2-methoxyethyl)aniline NC1CCC(CC1)C1=CC=C(C=C1)NC1=CC(=C(C=C1)CCOC)CCOC